4-bromo-2-methyl-6-[(E)-2-(4,4,5,5-tetramethyl-1,3,2-dioxaborolan-2-yl)vinyl]phenol BrC1=CC(=C(C(=C1)\C=C\B1OC(C(O1)(C)C)(C)C)O)C